NC1=NC=C(C=C1C=1C=C2CCNC(C2=CC1)=O)C1=CC=C(C=C1)C1CN(CCC1)CC(F)(F)F 6-(2-amino-5-(4-(1-(2,2,2-trifluoroethyl)piperidin-3-yl)phenyl)pyridin-3-yl)-3,4-dihydroisoquinolin-1(2H)-one